N1(CCCCC=C1)C(=O)Cl 2,3,4,5-tetrahydro-1H-azepine-1-carbonyl chloride